ClC=1C=C([O-])C=CC1.[Li+] lithium 3-chlorophenoxide